((3S,4R)-3-amino-4-methoxypiperidin-1-yl)methanone hydrochloride Cl.N[C@H]1CN(CC[C@H]1OC)C=O